10,11-dihydroxydocosapentaenoic acid OC(C=CC=CC=CC=CC(=O)O)=C(CCCCCCCCCCC)O